CN1C(N(CC1)C1CN(CCC1)C1=NC=C(C=N1)C(=O)N)=O 2-(3-(3-methyl-2-oxoimidazolin-1-yl)piperidin-1-yl)pyrimidine-5-carboxamide